3,4,9,10-tetramethyl-tricyclo-[4.2.2.02,5]-7-decene CC1C2C3C=CC(C2C1C)C(C3C)C